C(C)(C)(C)OC(C1=NC(=CC=C1C=1C=NN(C1C)C(CCOC)C1CCCCC1)N1CC2=C(C=CC=C2CC1)C(NC=1SC2=C(N1)C=CC=C2)=O)=O 6-[8-(benzo[d]thiazol-2-ylcarbamoyl)-3,4-dihydroisoquinolin-2(1H)-yl]-3-(1-(1-cyclohexyl-3-methoxypropyl)-5-methyl-1H-pyrazol-4-yl)picolinic acid tert-butyl ester